(dibenzothiophenyl)(diphenyltriazinyl)biphenyl C1(=CC=CC=2SC3=C(C21)C=CC=C3)C=3C(=C(C=CC3)C3=CC=CC=C3)C3=NN=NC(=C3C3=CC=CC=C3)C3=CC=CC=C3